C1(CCC1)N1CC(C1)C=1C=C(C=CC1)C=1N=NN(C1)CC1=CC=CC=N1 6-((4-(3-(1-cyclobutylazetidin-3-yl)phenyl)-1H-1,2,3-triazol-1-yl)methyl)pyridin